(3S)-1-(3-fluoro-4-{5-[(1R)-1-methyl-1,2,3,4-tetrahydroisoquinoline-2-carbonyl]-7-(4-methylphenyl)pyrazolo[1,5-a]pyrimidin-2-yl}phenyl)pyrrolidine-3-carboxamide FC=1C=C(C=CC1C1=NN2C(N=C(C=C2C2=CC=C(C=C2)C)C(=O)N2[C@@H](C3=CC=CC=C3CC2)C)=C1)N1C[C@H](CC1)C(=O)N